CN(CC(C)(C)N1C(C(=CC=C1)C(=O)OC)=O)C methyl 1-[1-(dimethylamino)-2-methylpropan-2-yl]-2-oxo-1,2-dihydropyridine-3-carboxylate